N-ethyl-N'-(5-fluoro-2-methyl-3-(3-methylbenzyl)phenyl)-N-methylformimidamide C(C)N(C=NC1=C(C(=CC(=C1)F)CC1=CC(=CC=C1)C)C)C